(R or S)-2-chloro-4-(2-(6-(1-(2-chlorophenyl)cyclobutanecarbonyl)-6-azaspiro[2.5]octan-1-yl)ethoxy)-N,N-dimethylbenzamide ClC1=C(C(=O)N(C)C)C=CC(=C1)OCC[C@H]1CC12CCN(CC2)C(=O)C2(CCC2)C2=C(C=CC=C2)Cl |o1:15|